CN1CC2=CC(=CC(=C2CC1)C)C=1N=C2C(=NC1)NC=C2C2=CC(=C(C=C2)C(=O)N2CC1(COC1)C2)C (4-(2-(2,5-dimethyl-1,2,3,4-tetrahydroisoquinolin-7-yl)-5H-pyrrolo[2,3-b]pyrazin-7-yl)-2-methylphenyl)(2-oxa-6-azaspiro[3.3]heptan-6-yl)methanone